C(C)(C)(C)C1=CC(=C(C(=C1)C(C)C1=CC=CC=C1)N1CN(C=C1)C1=C(C=C(C=C1C(C)C1=CC=CC=C1)C(C)(C)C)C(C)C1=CC=CC=C1)C(C)C1=CC=CC=C1 1,3-bis(4-(tert-butyl)-2,6-bis(1-phenylethyl)phenyl)-1H-imidazole